5-(4-(3,8-diazabicyclo-[3.2.1]octan-3-yl)-6-chloro-8-fluoro-2-((tetrahydro-1H-pyrrolizin-7a(5H)-yl)meth-oxy)quinazolin-7-yl)benzo-[d]oxazol-2-amine C12CN(CC(CC1)N2)C2=NC(=NC1=C(C(=C(C=C21)Cl)C=2C=CC1=C(N=C(O1)N)C2)F)OCC21CCCN1CCC2